C(CCCCCCCC)OC1=CC=C(C=C2C(NC(NC2=O)=O)=O)C=C1 5-(4-(nonyloxy)benzylidene)pyrimidine-2,4,6(1H,3H,5H)-trione